5-(difluoromethoxy)-2,4-dimethoxypyrimidine FC(OC=1C(=NC(=NC1)OC)OC)F